(E)-N-(2-((3-methoxy-4-(pyridin-2-ylmethoxy)phenyl)amino)benzothiazol-6-yl)-(morpholin-4-yl)butylbut-2-enamide COC=1C=C(C=CC1OCC1=NC=CC=C1)NC=1SC2=C(N1)C=CC(=C2)NC(\C(=C\C)\CCCCN2CCOCC2)=O